N[C@H](C(=O)NC1=CC(=CC(=C1)C(F)(F)F)F)C(C)C (S)-2-amino-N-(3-fluoro-5-(trifluoromethyl)phenyl)-3-methylbutanamide